9,10-bis(tert-butoxycarbonyloctyleneoxy)anthracene C(C)(C)(C)OC(=O)CCCCCCCCOC=1C2=CC=CC=C2C(=C2C=CC=CC12)OCCCCCCCCC(=O)OC(C)(C)C